1-(3,4-epoxycyclohexylethyl)-1,1,3,3,3-pentamethyldisiloxane C1(CC2C(CC1)O2)CC[Si](O[Si](C)(C)C)(C)C